rel-2-(5,6-Difluoro-2-oxo-1,4-dihydroquinazolin-3-yl)-N-[(4R)-7-fluoro-3,4-dihydro-1H-2-benzopyran-4-yl]acetamide FC1=C2CN(C(NC2=CC=C1F)=O)CC(=O)N[C@H]1COCC2=C1C=CC(=C2)F |o1:17|